6-(trifluoromethyl)-1H-indole-3-carboxylic acid FC(C1=CC=C2C(=CNC2=C1)C(=O)O)(F)F